4-(3-bromo-2-fluorophenoxy)-2-fluoro-1-(4-fluorophenyl)butan-1-one BrC=1C(=C(OCCC(C(=O)C2=CC=C(C=C2)F)F)C=CC1)F